5-methyl-1-(2,2,2-trifluoroethyl)-1H-pyrazole-4-carboxylic acid CC1=C(C=NN1CC(F)(F)F)C(=O)O